3-[benzyl(methyl)amino]prop-1-yn-1-yl-2-(1H-pyrrol-1-yl)benzoic acid C(C1=CC=CC=C1)N(CC#CC=1C(=C(C(=O)O)C=CC1)N1C=CC=C1)C